4-(2-aminoethyl)-N-(3-cyano-4-ethyl-1H-indol-7-yl)benzene-1-sulfonamide hydrochloride Cl.NCCC1=CC=C(C=C1)S(=O)(=O)NC=1C=CC(=C2C(=CNC12)C#N)CC